O=C1OC2=CC=CC=C2CC1C(=O)NCC(C1=CC=CC=C1)=O oxo-N-benzoylmethyl-chroman-3-carboxamide